2,2-dimethyl-4-oxo-3,8,11,14,17,20,23,26,29,32,35,38,41,44,47,50,53,56,59,62,65,68,71,74,77-pentacosaoxa-5-azaoctacontan-80-oic acid CC(C)(OC(NCCOCCOCCOCCOCCOCCOCCOCCOCCOCCOCCOCCOCCOCCOCCOCCOCCOCCOCCOCCOCCOCCOCCOCCOCCC(=O)O)=O)C